C(C1=CC=CC=C1)N1S(C(C(C2=C1N=C(N2C2=CC=CC=C2)NCCCC)=O)C2=CC=CC=C2)(=O)=O 1-benzyl-6-(butylamino)-3,5-diphenyl-3,5-dihydroimidazo[4,5-c][1,2]thiazin-4(1H)-one 2,2-dioxide